O=S1(CCC(CC1)N1N=CC(=C1)NC=1C(=NC(=C(N1)NC)C=1C2=C(C=NC1)N(C=N2)C)C(=O)N)=O 3-[[1-(1,1-Dioxothian-4-yl)pyrazol-4-yl]amino]-5-(methylamino)-6-(3-methylimidazo[4,5-c]pyridin-7-yl)pyrazine-2-carboxamide